5-(3-chloro-2-methyl-5-nitrobenzyl)-2-oxa-5-azabicyclo[2.2.1]heptane ClC=1C(=C(CN2C3COC(C2)C3)C=C(C1)[N+](=O)[O-])C